N-(5-bromo-6-cyanopyrazin-3-yl)cyclopropanecarboxamide BrC=1N=C(C=NC1C#N)NC(=O)C1CC1